N1C=CC=2C1=NC=CC2C(C)OC=2C=C1C(=NNC1=CC2)C=2C=CC(=NC2)N2C[C@@H](CC2)O (3R)-1-(5-(5-(1-(1H-pyrrolo[2,3-b]pyridin-4-yl)ethoxy)-1H-indazol-3-yl)pyridin-2-yl)pyrrolidin-3-ol